(S)-1-(3-(Difluoromethoxy)phenyl)-6-fluoro-3-isopropyl-N-(3-methyl-1,1-dioxidotetrahydrothiophen-3-yl)-2-oxo-2,3-dihydro-1H-benzo[d]imidazole-5-carboxamide FC(OC=1C=C(C=CC1)N1C(N(C2=C1C=C(C(=C2)C(=O)N[C@@]2(CS(CC2)(=O)=O)C)F)C(C)C)=O)F